C1(=CC=CC=C1)S(=O)(=O)N1C=C(C2=CC=CC=C12)S(=O)(=O)Cl 1-(phenylsulfonyl)-1H-indole-3-sulfonyl chloride